CC1=CC(OC2=C(C(=CC=C12)O)C(C=C[C-]1C=CC=C1)=O)=O.[CH-]1C=CC=C1.[Fe+2] 4-methyl-7-hydroxy-8-(3-(ferrocenyl)acryloyl)coumarin